C1(CC1)C(=O)NC=1C=C(C(=O)NCCOC2=C(C=C(C=C2)C(F)(F)F)C)C=C(N1)C 2-(cyclopropanecarboxamido)-6-methyl-N-(2-(2-methyl-4-(trifluoromethyl)phenoxy)ethyl)isonicotinamide